C(C)(C)(C)OC(=O)N1[C@H](CCC1)C(N)=O (2R)-2-carbamoyl-pyrrolidine-1-carboxylic acid tert-butyl ester